6-Chloro-N4,N8-dimethyl-N2-propylpyrimido[5,4-d]pyrimidine-2,4,8-triamine ClC=1N=C(C=2N=C(N=C(C2N1)NC)NCCC)NC